N,7-dibenzyl-1-(4-(tert-butoxy)benzyl)octahydro-3aH-3,6-methanopyrrolo[3,2-b]pyridine-3a-carboxamide C(C1=CC=CC=C1)NC(=O)C12NCC3C(C1N(CC2C3)CC3=CC=C(C=C3)OC(C)(C)C)CC3=CC=CC=C3